3-(5,6,7-trifluoro-1-oxo-4-(piperazin-1-yl)isoindolin-2-yl)piperidine-2,6-dione FC=1C(=C2CN(C(C2=C(C1F)F)=O)C1C(NC(CC1)=O)=O)N1CCNCC1